Cl.Cl.ClC=1C(=NC(=CC1SC1=NC=C(N=C1)Cl)N)N 3-chloro-4-((5-chloropyrazin-2-yl)thio)pyridine-2,6-diamine dihydrochloride